6-bromo-7-fluoro-1,2,3,4-tetrahydroisoquinoline BrC=1C=C2CCNCC2=CC1F